N-[(1R,3S)-3-{[6-chloro-2-(trifluoromethyl)quinolin-4-yl]amino}cyclohexyl]-4-fluoro-3-methanesulfonamidobenzamide ClC=1C=C2C(=CC(=NC2=CC1)C(F)(F)F)N[C@@H]1C[C@@H](CCC1)NC(C1=CC(=C(C=C1)F)NS(=O)(=O)C)=O